2-methyl-3-fluoro-benzaldehyde CC1=C(C=O)C=CC=C1F